nonadeca-2,10,12,16,18-pentaenoic acid C(C=CCCCCCCC=CC=CCCC=CC=C)(=O)O